C(C)(C)(C)OC(=O)N1CC=2N(CC1)C=C(N2)C=O 2-formyl-5,6-dihydroimidazo[1,2-a]pyrazine-7(8H)-carboxylic acid tert-butyl ester